OC1=C(C(=O)O)C=CC=N1 2-HYDROXYNICOTINIC ACID